FC1(CCS(C2=C1C=CC=C2C(=O)NC=2C=NC(=NC2)C)(=O)=O)F 4,4-difluoro-N-(2-methylpyrimidin-5-yl)-1,1-dioxo-3,4-dihydro-2H-1λ6-benzothiopyran-8-carboxamide